OC1=CC=C(C=NN2C(=NN=C2COC2=CC=CC=C2)SCC(=O)NC2=CC=C(C=C2)C)C=C1 ((4-((4-hydroxybenzylidene)amino)-5-(phenoxymethyl)-4H-1,2,4-triazol-3-yl)thio)-N-(p-tolyl)acetamide